N12CCCC(CC1)CC2 azabicyclo[3.2.2]nonane